Cl.C(OC=1C=C(C=CC1)NN)([2H])([2H])[2H] 3-methoxy-d3-phenylhydrazine hydrochloride